C1(CC1)C1=CC=C(C=C1)C=1C=C(C(=NC1)C=1C=C2C(N(C1)CC)=CC(=N2)C(F)(F)F)S(=O)(=O)CC 5-(4-cyclopropylphenyl)-3-(ethanesulfonyl)-2-[4-ethyl-2-(trifluoromethyl)pyrrolo[3,2-b]pyridin-6-yl]pyridine